4-((tert-butyldimethylsilyl)oxy)benzoyl chloride [Si](C)(C)(C(C)(C)C)OC1=CC=C(C(=O)Cl)C=C1